CC1(C(C(=C(C=C1CCCCC)O)C1=CC=CC=C1)O)C1=NOC(=N1)C 3-methyl-3-(5-methyl-1,2,4-oxadiazol-3-yl)-4-pentyl-[1,1'-biphenyl]-2,6-diol